3-methyl-1H-pyrazole-4-carbonitrile CC1=NNC=C1C#N